2-(6-(3-fluoro-1H-pyrazol-4-yl)-1-(((S)-1-methylazetidin-2-yl)methyl)-1H-indazol-3-yl)((S)-6-fluorochroman-3-yl)methanone dihydrobromide Br.Br.FC1=NNC=C1C1=CC=C2C(=NN(C2=C1)C[C@H]1N(CC1)C)[C@H]1OC2=CC=C(C=C2CC1C=O)F